N-{2-[4-ethyl-1-methylpyrrolidin-2-yl]imidazo[1,2-a]pyrazin-6-yl}-1,3-dimethyl-1H-indazole-6-carboxamide C(C)C1CC(N(C1)C)C=1N=C2N(C=C(N=C2)NC(=O)C2=CC=C3C(=NN(C3=C2)C)C)C1